CCCCCCCCCCCCCCCC(=O)N[C@@H](CSCC(COC(=O)CCCCCCCCCCCCCCC)OC(=O)CCCCCCCCCCCCCCC)C(=O)N[C@@H](CO)C(=O)N[C@@H](CO)C(=O)O tripalmitoyl-S-glycerylcysteinyl-seryl-serine